(1,1-dimethyl-ethyl)phosphine CC(C)(C)P